C(C)(C)(C)OC(=O)N1C[C@H]2C([C@H]2C1)C=1SC2=C(N1)C=C(C=C2)C(F)(F)F (1r,5s,6r)-6-[5-(trifluoromethyl)-1,3-benzothiazol-2-yl]-3-azabicyclo[3.1.0]Hexane-3-carboxylic acid tert-butyl ester